Cl.Cl.Cl.CN1C[C@@H](CC1)OC=1C=C2C(=NC1)NC(N2C2CCNCC2)=O |r| (rac)-6-(1-Methylpyrrolidin-3-yl)oxy-1-(4-piperidyl)-3H-imidazo[4,5-b]pyridin-2-one, trihydrochloride